Br.CC1=C(CN2C(NCC2)=N)C=CC=C1 1-(2-methylbenzyl)imidazolin-2-imine hydrobromide